3-methylbenzyloxypropan-1,2-diol CC=1C=C(COC(C(C)O)O)C=CC1